(2S,3R,4R,5S,6R)-2-(2-(2-(allyloxy)ethyl)-4-chloro-5-(4-ethylbenzyl)phenyl)-6-(hydroxymethyl)tetrahydro-2H-pyran-3,4,5-triol C(C=C)OCCC1=C(C=C(C(=C1)Cl)CC1=CC=C(C=C1)CC)[C@@H]1O[C@@H]([C@H]([C@@H]([C@H]1O)O)O)CO